(E)-3-(4-(((((9H-fluoren-9-yl)methoxy)carbonyl)(2-(2-methyl-1H-indol-3-yl)ethyl)amino)methyl)phenyl)acrylic acid C1=CC=CC=2C3=CC=CC=C3C(C12)COC(=O)N(CCC1=C(NC2=CC=CC=C12)C)CC1=CC=C(C=C1)/C=C/C(=O)O